N6-Acetyl-5'-O-(4,4'-Dimethoxytrityl)-2'-O-(3,4-Diacetoxybutoxymethyl)Adenosine 3'-O-(2-Cyanoethyl N,N-Diisopropylphosphoramidite) C(#N)CCP(O)(N(C(C)C)C(C)C)O[C@H]1[C@H]([C@@H](O[C@@H]1COC(C1=CC=C(C=C1)OC)(C1=CC=C(C=C1)OC)C1=CC=CC=C1)N1C=NC=2C(NC(C)=O)=NC=NC12)OCOCCC(COC(C)=O)OC(C)=O